Pentamethylcyclopentadienyl-dimethyl-(1-isopropyl-3,6,7,8-tetrahydro-as-indacenyl)hafnium CC1=C(C(=C(C1([Hf](C1=C(C2=C3CCCC3=CC=C2C1)C(C)C)(C)C)C)C)C)C